FC=1N=C2C(=NC1)NC=C2 2-fluoro-5H-pyrrolo[2,3-b]pyrazine